(S)-4-(4-(1-((5-(4-fluorophenoxy)pyridin-2-yl)amino)-1-oxopropan-2-yl)piperazine-1-carbonyl)-2-(trifluoromethyl)pyridine 1-oxide FC1=CC=C(OC=2C=CC(=NC2)NC([C@H](C)N2CCN(CC2)C(=O)C2=CC(=[N+](C=C2)[O-])C(F)(F)F)=O)C=C1